(3R,5S)-1-[8-(difluoromethyl)quinoxalin-5-yl]-5-methylpiperidine-3-amine FC(C=1C=CC(=C2N=CC=NC12)N1C[C@@H](C[C@@H](C1)C)N)F